2-amino-fluorobenzylamine NC1=C(CNF)C=CC=C1